O=C1N(CC2=CC(=CC=C12)O[C@H]1[C@H](CCCC1)N1CC(C1)C=1C=NC=CC1)C1C(NC(CC1)=O)=O 3-(1-oxo-5-(((1R,2S)-2-(3-(pyridin-3-yl)azetidin-1-yl)cyclohexyl)oxy)isoindolin-2-yl)piperidine-2,6-dione